ClC1=CC=C(CP(OCCCCCCCC)(OCCCCCCCC)=O)C=C1 dioctyl (4-chlorobenzyl)phosphonate